C1(CC1)C(CNC(=O)C1=NN(C(N1)=O)C)CC1=CC(=CC=C1)F N-(2-Cyclopropyl-3-(3-fluorophenyl)propyl)-1-methyl-5-oxo-4,5-dihydro-1H-1,2,4-triazole-3-carboxamide